C(C)(C)(C)OC(=O)N[C@H](C(=O)N1[C@@H](COCC1)C(=O)OC)CC1=CC=C(C=C1)Cl (S)-methyl 4-((S)-2-((tert-butoxycarbonyl)amino)-3-(4-chlorophenyl)propanoyl)-morpholine-3-carboxylate